dimethoxybenzocycloheptene COC1=CC=C2C(=CC=CC=C2)C1OC